tert-butyl ((S)-4-morpholino-1,4-dioxo-1-(((R)-4-phenyl-1-(4,4,5,5-tetramethyl-1,3,2-dioxaborolan-2-yl)butyl) amino)butan-2-yl)carbamate O1CCN(CC1)C(C[C@@H](C(N[C@@H](CCCC1=CC=CC=C1)B1OC(C(O1)(C)C)(C)C)=O)NC(OC(C)(C)C)=O)=O